C(#N)C1=CC=C(C=C1)C=1C=C2C(=NC1C1=CC=C(C=C1)C)C=CN2C[C@H]2CN(CCO2)C(=O)OC(C)(C)C tert-butyl (2S)-2-[[6-(4-cyanophenyl)-5-(4-methylphenyl)pyrrolo[3,2-b]pyridin-1-yl]methyl]morpholine-4-carboxylate